2-(1-(hydroxymethyl)cyclopropanecarboxamido)-5,5,7,7-tetramethyl-5,7-dihydro-4H-thieno[2,3-c]pyran-3-carboxamide OCC1(CC1)C(=O)NC1=C(C2=C(C(OC(C2)(C)C)(C)C)S1)C(=O)N